C(C)(C)C1CCN(CC1)C1=CC=C(C(=N1)C)NC1=CC=C(CNC(=O)N2CC(NC(C2)=O)=O)C=C1 N-(4-((6-(4-isopropylpiperidin-1-yl)-2-methylpyridin-3-yl)amino)benzyl)-3,5-dioxopiperazine-1-carboxamide